BrC=1C(=CC=2N(C1)C=C(N2)CCOC)OC 6-bromo-7-methoxy-2-(2-methoxyethyl)imidazo[1,2-a]pyridine